2-n-propyl-4-methyl-6-(1'-methylbenzo[d]imidazol-2-yl)benzimidazole C(CC)C=1NC2=C(N1)C=C(C=C2C)C2=NC1=C(N2C)C=CC=C1